N-((2-(dimethylamino)ethyl)(methyl)(oxo)-λ6-sulfaneylidene)-4-((5-(trifluoromethyl)-1,2,4-oxadiazol-3-yl)methyl)benzamide CN(CCS(=NC(C1=CC=C(C=C1)CC1=NOC(=N1)C(F)(F)F)=O)(=O)C)C